BrC1=C(OCC(=O)OC(C)(C)C)C(=CC=C1)C tert-butyl 2-(2-bromo-6-methylphenoxy)acetate